O[C@@H]1C[C@H](N(C1)C([C@H](C(C)(C)C)NC(=O)C1CCC(CC1)CC(=O)O)=O)C(N[C@@H](C)C1=CC=C(C=C1)C1=C(N=CS1)C)=O 2-((1S,4r)-4-(((S)-1-((2S,4R)-4-hydroxy-2-(((S)-1-(4-(4-methylthiazol-5-yl)phenyl)ethyl)carbamoyl)pyrrolidin-1-yl)-3,3-dimethyl-1-oxobutan-2-yl)carbamoyl)cyclohexyl)acetic acid